C(#N)C=1C=NN2C1C(=CC(=C2)OCC(C)(C)O)C=2C=CC(=NC2)N2C[C@@](CC2)(C)NC(C2=C(C=CC=C2F)F)=O (S)-N-(1-(5-(3-cyano-6-(2-hydroxy-2-methylpropoxy)pyrazolo[1,5-a]pyridin-4-yl)pyridin-2-yl)-3-methylpyrrolidin-3-yl)-2,6-difluorobenzamide